1,2-bis(3,4-dicarboxyphenylcarbonyloxy)ethane C(=O)(O)C=1C=C(C=CC1C(=O)O)C(=O)OCCOC(=O)C1=CC(=C(C=C1)C(=O)O)C(=O)O